8-hydroxy-1-methyl-6-(6-oxa-3-azabicyclo[3.1.1]hept-3-yl)quinoxalin-2-one OC=1C=C(C=C2N=CC(N(C12)C)=O)N1CC2OC(C1)C2